3-((5-chloro-2-((2-(difluorometh-oxy)-4-(4-(4-methylpiperazin-1-yl)piperidin-1-yl)phenyl)amino)-pyrimidin-4-yl)amino)thiophene-2-carboxamide ClC=1C(=NC(=NC1)NC1=C(C=C(C=C1)N1CCC(CC1)N1CCN(CC1)C)OC(F)F)NC1=C(SC=C1)C(=O)N